O1[C@@H](CC1)CN1C=NC2=C1C=C(C=C2)C(=O)[O-] 1-(((S)-oxetan-2-yl) methyl)-1H-benzimidazole-6-carboxylate